N-(2-(5-methoxy-1H-indol-3-yl-2,4,6-d3)ethyl)acetamide COC1=C(C=2C(=C(NC2C=C1[2H])[2H])CCNC(C)=O)[2H]